m-1-methylpentyl-styrene CC(CCCC)C=1C=C(C=C)C=CC1